BrCCCOC1=CC=C(C=C1)S(=O)(=O)Cl 4-(3-bromopropoxy)benzenesulfonyl chloride